CN(C)C1=CC(=CC=C1)F 3-fluoro-N,N-dimethylaniline